IC1=CC=C2C=C(C(N(C2=C1)CC1=NC=CC=C1)=O)C(=O)[O-] 7-iodo-2-oxo-1-(pyridin-2-ylmethyl)-1,2-dihydroquinoline-3-carboxylate